N1=C(C=CC=C1C1=C(C=CC=C1)C=1C(=C(C=C(C1)CCCCCCCC)C12CC3CC(CC(C1)C3)C2)O)C2=C(C=CC=C2)C=2C(=C(C=C(C2)CCCCCCCC)C23CC1CC(CC(C2)C1)C3)O 2',2'''-(pyridine-2,6-diyl)bis(3-(adamantan-1-yl)-5-(n-octyl)-[1,1'-biphenyl]-2-ol)